CC1CC(CCC1)C METHYL-3-METHYLCYCLOHEXANE